7-((4-((1S,4S)-2-oxa-5-azabicyclo[2.2.1]heptan-5-yl)-3-fluorophenyl)amino)-4-methyl-2H-benzo[b][1,4]oxazin-3(4H)-one [C@@H]12OC[C@@H](N(C1)C1=C(C=C(C=C1)NC=1C=CC3=C(OCC(N3C)=O)C1)F)C2